N-[[2,2,2-Trideuterio-1-(trideuteriomethyl)ethylidene]amino]benzamide [2H]C(C(C([2H])([2H])[2H])=NNC(C1=CC=CC=C1)=O)([2H])[2H]